The molecule is a member of the class of phosphonic acids that is phosphonic acid having a amino(phenyl)methyl group attached to the phosphorus. It is a member of benzenes, a member of phosphonic acids and a primary amino compound. It derives from a phosphonic acid. C1=CC=C(C=C1)C(N)P(=O)(O)O